(6-butyl-5-(ethyl-(phenyl)amino)-2,4-dihydroxypyridin-3-yl)(3-(2-fluorophenyl)pyrrolidin-1-yl)methanone C(CCC)C1=C(C(=C(C(=N1)O)C(=O)N1CC(CC1)C1=C(C=CC=C1)F)O)N(C1=CC=CC=C1)CC